N,N'-diisopropyl-ethylenediamine CC(C)NCCNC(C)C